(2,4-dimethoxybenzyl)-5-nitro-2-{4-[(2,2,2-trifluoroethyl)amino]-1H-pyrazol-1-yl}benzenesulfonamide COC1=C(CC=2C(=C(C=C(C2)[N+](=O)[O-])S(=O)(=O)N)N2N=CC(=C2)NCC(F)(F)F)C=CC(=C1)OC